N1=CC=C(C=C1)C1=CC=2NC3=CC(=CC=C3C2C=C1)C1=CC=NC=C1 2,7-bis(4-pyridyl)carbazole